N-(2,3-dihydro-1H-inden-1-yl)prop-2-enamide C1(CCC2=CC=CC=C12)NC(C=C)=O